tert-butyl N-(4-(difluoromethoxy)-5-fluoro-2-pyridyl)carbamate FC(OC1=CC(=NC=C1F)NC(OC(C)(C)C)=O)F